ethyl 2-(5-fluoropyridin-2-yl)-2-oxoacetate FC=1C=CC(=NC1)C(C(=O)OCC)=O